N[C@H]1[C@H](CCCC1)NC(=O)C1=CN(CCS1)C=1C2=C(N=CN1)NC=C2C |o1:1,2| Rel-N-((1S,2R)-2-aminocyclohexyl)-4-(5-methyl-7H-pyrrolo[2,3-d]pyrimidin-4-yl)-3,4-dihydro-2H-1,4-thiazine-6-carboxamide